O1OO1 tri-oxiran